6-chloro-4-cyclobutylthieno[2,3-b]pyridine ClC1=CC(=C2C(=N1)SC=C2)C2CCC2